COC1=C(CN2C[C@H](N(CC2)C2CC3(C2)CCNCC3)C3=C(C=CC=C3)C(C)C)C=CC(=C1)OC |o1:7| (R or S)-2-(4-(2,4-dimethoxybenzyl)-2-(2-isopropylphenyl)piperazin-1-yl)-7-azaspiro[3.5]nonane